Methyl 4-(1,1-difluoroethyl)bicyclo[2.2.1]heptane-1-carboxylate FC(C)(F)C12CCC(CC1)(C2)C(=O)OC